ClC1=CC=C(C(=N1)C(=O)O)NC(C)C1=C(SC2=C1OC(=C(C2=O)C)C=2C=NN(C2)C2=C(C=CC=C2)OC)C 6-Chloro-3-[(1-{5-[1-(2-methoxyphenyl)pyrazol-4-yl]-2,6-dimethyl-7-oxothieno[3,2-b]pyran-3-yl}ethyl)amino]pyridine-2-carboxylic acid